N-(5-((4-(4-(2,6-dioxopiperidin-3-yl)-3-fluorobenzyl)piperazin-1-yl)methyl)-1-((1s,4s)-4-(hydroxymethyl)cyclohexyl)-1H-benzo[d]imidazol-2-yl)-3-(trifluoromethyl)benzamide O=C1NC(CCC1C1=C(C=C(CN2CCN(CC2)CC2=CC3=C(N(C(=N3)NC(C3=CC(=CC=C3)C(F)(F)F)=O)C3CCC(CC3)CO)C=C2)C=C1)F)=O